ONC(=N)C1=C(N=NC=C1)SC1=CC=C(C=C1)OC N-hydroxy-3-[(4-methoxyphenyl)sulfanyl]pyridazine-4-carboximidamide